tert-butyl (R)-2-methyl-4-(4,4,5,5-tetramethyl-1,3,2-dioxaborolan-2-yl)-3,6-dihydropyridine-1(2H)-carboxylate C[C@H]1N(CC=C(C1)B1OC(C(O1)(C)C)(C)C)C(=O)OC(C)(C)C